O=C1NC2=C(C3=CC=CC=C13)CC=1C=C(C=CC12)S(=O)(=O)N 5-oxo-6,11-dihydro-5H-indeno[1,2-c]isoquinoline-9-sulfonamide